furfuryl (4-methoxyphenyl) sulfide COC1=CC=C(C=C1)SCC1=CC=CO1